C1(CCC1)N1CCN(CC1)C1=CC=2C(C=3NC=4C=C(C=CC4C3C(C2C=N1)=O)C#N)(C)C 3-(4-Cyclobutyl-piperazine-1-yl)-5,5-dimethyl-11-oxo-6,11-dihydro-5H-pyrido[4,3-b]carbazole-8-carbonitrile